N[C@@H](CC(C(=O)O)C(=O)O)C(=O)O Carboxyglutamic acid